L-1,6-diaminohexane NCCCCCCN